(3-methyl-2-carbonyl-1,2-dihydropyridin-4-yl)-N-(2-(trifluoromethyl)pyridin-4-yl)pyrazolo[1,5-a]pyridine-3-carboxamide CC=1C(NC=CC1C1=NN2C(C=CC=C2)=C1C(=O)NC1=CC(=NC=C1)C(F)(F)F)=C=O